O1C(CCCC1)N1N=CC(=C1)/C=C/C=1C=CC=C2C=CN=C(C12)N[C@H]1CN(CCC1)C(=O)OC(C)(C)C tert-butyl (3R)-3-((8-((E)-2-(1-(tetrahydro-2H-pyran-2-yl)-1H-pyrazol-4-yl)vinyl)isoquinolin-1-yl)amino)piperidine-1-carboxylate